BrC=1C=C(C=CC1)N1N=C(C=CC1=O)C(=O)OC methyl 1-(3-bromophenyl)-6-oxopyridazine-3-carboxylate